COC(C(=O)N1C(CCCC1)C=1NC(=CN1)C1=CC=C(C=C1)C)C 2-methoxy-1-(2-(5-(p-tolyl)-1H-imidazol-2-yl)piperidin-1-yl)propan-1-one